FC1=CC=C(C=C1)COC1=CC(=NN1C(=O)C1=COC(=C1)C)C1C(CN(C1)S(=O)(=O)C)=O 4-{5-[(4-fluorophenyl)methoxy]-1-(5-methylfuran-3-carbonyl)-1H-pyrazol-3-yl}-1-methanesulfonylpyrrolidin-3-one